Cl.CN([C@@H]1C(N(C(C1)=O)[C@@H](C(=O)NCC1=C(C=CC=C1)F)C)=O)C (2R,S)-2-(3-(dimethylamino)-2,5-dioxopyrrolidin-1-yl)-N-(2-fluorobenzyl)propanamide hydrochloride